C1=CC=CC(=C1)C=1C=CC=CC1 (R)-5,5-biphenyl